4-Bromo-2,5-difluoro-2'-methoxy-1,1'-biphenyl BrC1=CC(=C(C=C1F)C1=C(C=CC=C1)OC)F